FC=1C=C(C=CC1OCCCCCCCCCCCCCCCCCC)S(=O)(=O)C=1C=NC2=CC=C(C=C2C1N1CCC(CC1)N1CCC(CC1)N1CCN(CC1)C)S(=O)C 3-((3-fluoro-4-(octadecyloxy)phenyl)sulfonyl)-4-(4-(4-methylpiperazin-1-yl)-[1,4'-bipiperidin]-1'-yl)-6-(methylsulfinyl)quinoline